(2-benzothiazolylthio)butanedioic acid S1C(=NC2=C1C=CC=C2)SC(C(=O)O)CC(=O)O